N-[trans-(7RS,9RS)-3-cyclopropyl-5-(2-methyl-propylsulfamoyl)-7-(pyridine-3-carbonylamino)-8,9-dihydro-7H-cyclopenta[h]isoquinolin-9-yl]-1,3-benzoxazole-2-carboxamide C1(CC1)C=1N=CC2=C3C(=CC(=C2C1)S(NCC(C)C)(=O)=O)[C@@H](C[C@H]3NC(=O)C=3OC1=C(N3)C=CC=C1)NC(=O)C=1C=NC=CC1 |r|